CN1CC2CN(CC(C1)C2)C=2C=CC=1N(C2)N=C(N1)C1=C2C=C(N=CC2=C(N=C1)NC)NC(=O)C1CC1 N-(5-(6-(7-methyl-3,7-diazabicyclo[3.3.1]nonan-3-yl)-[1,2,4]triazolo[1,5-a]pyridin-2-yl)-8-(methylamino)-2,7-naphthyridin-3-yl)cyclopropanecarboxamide